N-[3-[2-(difluoromethoxy)-5-isopropylsulfanyl-phenyl]-1-[2-(4-ethylpiperazin-1-yl)-2-oxo-ethyl]pyrazol-4-yl]pyrazolo[1,5-a]pyrimidine-3-carboxamide FC(OC1=C(C=C(C=C1)SC(C)C)C1=NN(C=C1NC(=O)C=1C=NN2C1N=CC=C2)CC(=O)N2CCN(CC2)CC)F